6-(3,3-difluorocyclobutyl)-5-methoxy-pyridazin-3-amine FC1(CC(C1)C1=C(C=C(N=N1)N)OC)F